F\C=C(\CNC(OC(C)(C)C)=O)/COC1=CC2=C(N=C(O2)NCC2=CC=C(C=C2)N2C(CCC2)=O)C=C1 tert-butyl (Z)-(3-fluoro-2-(((2-((4-(2-oxopyrrolidin-1-yl)benzyl)amino)benzo[d]oxazol-6-yl)oxy)methyl)allyl)carbamate